2-[3-ethylsulfonyl-6-(1,2,4-triazol-1-yl)-2-pyridinyl]-6-(trifluoromethyl)-3H-pyrrolo[3,4-c]pyridin-1-one C(C)S(=O)(=O)C=1C(=NC(=CC1)N1N=CN=C1)N1CC=2C=NC(=CC2C1=O)C(F)(F)F